1-(4-(5-bromopyridin-2-yl)piperazin-1-yl)ethan-1-one BrC=1C=CC(=NC1)N1CCN(CC1)C(C)=O